7-{7-[(3S,4S)-3-fluoro-2,2,6,6-tetramethylpiperidin-4-yl]-7H-pyrrolo[2,3-c]pyridazin-3-yl}-3-methoxyquinoxalin-6-ol F[C@@H]1C(NC(C[C@@H]1N1C=CC2=C1N=NC(=C2)C2=C(C=C1N=C(C=NC1=C2)OC)O)(C)C)(C)C